6-(3-(((1r,4r)-4-(5-chloro-2-methylnicotinamido)cyclohexyl)methyl)-2-oxo-2,3-dihydro-1H-benzo[d]imidazol-1-yl)benzo[d]isoxazole-3-carboxamide ClC=1C=NC(=C(C(=O)NC2CCC(CC2)CN2C(N(C3=C2C=CC=C3)C3=CC2=C(C(=NO2)C(=O)N)C=C3)=O)C1)C